4-(4-(((3S,4R)-3-hydroxy-4-((5-(trifluoromethyl)pyridin-2-yl)amino)piperidin-1-yl)sulfonyl)phenyl)picolinohydrazide O[C@H]1CN(CC[C@H]1NC1=NC=C(C=C1)C(F)(F)F)S(=O)(=O)C1=CC=C(C=C1)C1=CC(=NC=C1)C(=O)NN